C(C)(C)(C)C1CCC(CC1)OC(=O)OOC(=O)OC1CCC(CC1)C(C)(C)C Di-(4-t-Butylcyclohexyl)peroxydicarbonat